C(C)(=O)O[C@@H](COC1=C(C=C(C=C1Cl)C(C)(C)C1=CC=C(C=C1)OC[C@H](CN1C=NC=C1)OC(C)=O)Cl)CCl (S)-1-(4-(2-(4-((S)-2-acetoxy-3-(1H-imidazol-1-yl)propoxy)phenyl)propan-2-yl)-2,6-dichlorophenoxy)-3-chloropropan-2-yl acetate